3-(1-isopropyl-4-((1-(3,4,5-trimethoxyphenyl)-1H-imidazol-4-yl)amino)-1H-pyrazolo[3,4-d]Pyrimidin-6-yl)butanoic acid C(C)(C)N1N=CC=2C1=NC(=NC2NC=2N=CN(C2)C2=CC(=C(C(=C2)OC)OC)OC)C(CC(=O)O)C